COC(CC1=C(C=CC(=C1)Br)S(=O)(=O)Cl)=O (5-bromo-2-(chlorosulfonyl)phenyl)acetic acid methyl ester